C(C)(C)N1N=C(C(=C1C)O)C1=C(C=CC=C1)SC(C)C 1-isopropyl-3-(2-(isopropylthio)phenyl)-5-methyl-pyrazol-4-ol